C(#N)C1C(C1)C(=O)NC=1C=CC(=NC1)C=1N=NN(C1NC(O[C@H](C)C=1C(=NC=CC1)Cl)=O)C (R)-1-(2-chloropyridin-3-yl)ethyl (4-(5-(2-cyanocyclopropane-1-carboxamido)pyridin-2-yl)-1-methyl-1H-1,2,3-triazol-5-yl)carbamate